C(C)OP(OCC)(=O)C1=CC=C(C=C1)Br 4-bromophenyl-phosphonic acid diethyl ester